C(C)C1(COC1)COCCC[Si](OC)(OC)OC 3-ethyl-3-{[3-(trimethoxysilyl)propoxy]methyl}oxetane